FC=1C(=NOC1CC(=O)OC)OC1OCCCC1 methyl 2-(4-fluoro-3-tetrahydropyran-2-yloxy-isoxazol-5-yl)acetate